[Si].C[Si](O[Si](CCCOCC1OC1)(C)C)(CCCOCC1OC1)C 1,1,3,3-tetramethyl-1,3-bis[3-(oxiranylmethoxy)propyl]disiloxane silicon